bis(cyclopentadienyl)bis[2,6-difluoro-3-(3-butylthioureido)phenyl]titanium C1(C=CC=C1)[Ti](C1=C(C(=CC=C1F)NC(=S)NCCCC)F)(C1=C(C(=CC=C1F)NC(=S)NCCCC)F)C1C=CC=C1